2,4-bis(methoxymethoxy)-6-vinylbenzoate COCOC1=C(C(=O)[O-])C(=CC(=C1)OCOC)C=C